N-(5-((5-cyano-4-(tricyclo[3.2.1.02,4]octan-6-ylamino)pyrimidin-2-yl)amino)-2-((2-(dimethylamino)ethyl)(methyl)amino)-4-methoxyphenyl)acrylamide C(#N)C=1C(=NC(=NC1)NC=1C(=CC(=C(C1)NC(C=C)=O)N(C)CCN(C)C)OC)NC1C2C3CC3C(C1)C2